((3R)-4-amino-3-methyl-1,3-dihydrofuro[3,4-c]quinolin-8-yl)((3S)-3-(4-(pentafluoroethyl)phenyl)-4-morpholinyl)methanone NC1=NC=2C=CC(=CC2C2=C1[C@H](OC2)C)C(=O)N2[C@H](COCC2)C2=CC=C(C=C2)C(C(F)(F)F)(F)F